(3-(4-(aminomethyl)-4-(thiazol-5-ylmethyl)piperidin-1-yl)-6-(2,3-dichlorophenyl)-5-methylpyrazin-2-yl)methanol NCC1(CCN(CC1)C=1C(=NC(=C(N1)C)C1=C(C(=CC=C1)Cl)Cl)CO)CC1=CN=CS1